NC1=NC=CC(=N1)NC1=CC=CC=2C=3C(CN(C12)C)=CN(N3)C 2-amino-4-((2,5-dimethyl-4,5-dihydro-2H-pyrazolo[4,3-c]quinolin-6-yl)amino)pyrimidine